N[C@H](C(=O)O)CCP(=O)(O)O L-2-Amino-4-Phosphonobutanoic Acid